C(C)OC(\C=C\C=1N=NC(=CC1N)Cl)=O (2E)-3-(4-amino-6-chloropyridazin-3-yl)prop-2-enoic acid ethyl ester